[N+](=O)([O-])C1=C(C=CC=C1)SC[C@H](C(=O)O)C1=CC=CC=C1 (S)-3-((2-nitrophenyl)sulfanyl)-2-phenylpropionic acid